N-((1r,4r)-4-((3-(3-(1H-imidazol-2-yl)phenyl)-2-oxo-2,3-dihydro-1H-benzo[d]imidazol-1-yl)methyl)cyclohexyl)-5-chloro-2-(difluoromethyl)nicotinamide N1C(=NC=C1)C=1C=C(C=CC1)N1C(N(C2=C1C=CC=C2)CC2CCC(CC2)NC(C2=C(N=CC(=C2)Cl)C(F)F)=O)=O